FC=1C(=CC=C2C(=NC(=NC12)OCC12CCCN2CCC1)N1[C@H](CN(CC1)C(C=C)=O)C)C1=CC=CC2=CC=C(C(=C12)Cl)F (S)-1-(4-(8-fluoro-7-(8-chloro-7-fluoronaphthalen-1-yl)-2-((tetrahydro-1H-pyrrolizin-7a(5H)-yl)methoxy)quinazolin-4-yl)-3-methylpiperazin-1-yl)prop-2-en-1-one